C(C(=C)C)(=O)OCCCOC(CC)C1=CC=CC=C1 (3-methacryloyloxy-propoxy)-phenylpropane